CC(CCC(C(=O)OCC)N1C(C=C(C(=C1)CC=O)C(F)(F)F)=O)C ethyl 5-methyl-2-(2-oxo-5-(2-oxoethyl)-4-(trifluoromethyl)pyridin-1(2H)-yl)hexanoate